(2R,3R,4S,5R)-2-[2-chloro-6-(4'-fluorospiro[azetidine-3,2'-indane]-1-yl)purin-9-yl]-5-(hydroxymethyl)tetrahydrofuran-3,4-diol ClC1=NC(=C2N=CN(C2=N1)[C@@H]1O[C@@H]([C@H]([C@H]1O)O)CO)N1CC2(CC3=CC=CC(=C3C2)F)C1